FC=1C=C(C=CC1F)C1=C(C=CC=C1)NC(=O)C1=NC=CN=C1C(F)(F)F N-[3',4'-difluoro-(1,1'-biphenyl)-2-yl]-3-(trifluoromethyl)pyrazine-2-carboxamide